2-((3S,4S)-4-(pyridin-2-yloxy)pyrrolidin-3-yl)isoindoline-1,3-dione hydrochloride Cl.N1=C(C=CC=C1)O[C@@H]1[C@H](CNC1)N1C(C2=CC=CC=C2C1=O)=O